FC1=CC=C(C=N1)C1=CC=CCC1 6-(6-fluoropyridin-3-yl)-1H-benzol